C(C)OC(=O)C=1N=C(SC1N1CCC(CC1)OC1=CC=CC=C1)Br bromo-5-(4-phenoxypiperidin-1-yl)-1,3-thiazole-4-carboxylic acid ethyl ester